[S-2].[Cd+2].[Zn+2].[S-2] Zinc-cadmium sulfide